N-(piperidin-4-yl)-N-(propan-2-yl)-2-[1-(pyridin-2-yl)-1H-pyrazol-4-yl]-1,3-thiazole-4-carboxamide N1CCC(CC1)N(C(=O)C=1N=C(SC1)C=1C=NN(C1)C1=NC=CC=C1)C(C)C